FC(C1=CC=C(C=C1)C=1C(=NC=CN1)N1CCN(CC1)C(C=C)=O)(F)F (4-(3-(4-(trifluoromethyl)phenyl)pyrazin-2-yl)piperazin-1-yl)prop-2-en-1-one